C(C)(=O)OC(C1=CC(=CC=C1CC(=O)NC(C(C1=CC(=C(C=C1)OCC1=CC=CC=C1)OC([2H])([2H])[2H])[2H])([2H])[2H])OC)OCC1=CC=CC=C1 (Benzyloxy)-6-(2-((4-(benzyloxy)-3-(methoxy-d3) phenethyl-d3) amino)-2-oxoethyl)-3-methoxybenzyl acetate